C(C)(C)(C)OC(=O)C1=C(SC2=NC(=CC=C21)OC)NC2=C(C=C(C=C2)I)F 2-((2-fluoro-4-iodophenyl)amino)-6-methoxythieno[2,3-b]pyridine-3-carboxylic acid tert-butyl ester